12-bromo-4,6,8,10-tetramethyltridecyl benzyloxymethyl ether C(C1=CC=CC=C1)OCOCCCC(CC(CC(CC(CC(C)Br)C)C)C)C